2-[3,5-dichloro-4-[[3-(3-chloro-4-fluoro-phenyl)-4-hydroxy-phenyl]methyl]phenoxy]-N-methylsulfonyl-acetamide ClC=1C=C(OCC(=O)NS(=O)(=O)C)C=C(C1CC1=CC(=C(C=C1)O)C1=CC(=C(C=C1)F)Cl)Cl